2-(6-chloro-1H-benzotriazol-1-yl)-1,1,3,3-tetramethyluronium ClC=1C=CC2=C(N(N=N2)OC(=[N+](C)C)N(C)C)C1